C1(CC1)C=1C=C(C=C(C1)C)O 3-cyclopropyl-5-methyl-phenol